NC1=C(C2=C(C=CC(=CC2=C1)C(C)C)C)C#N 2-amino-5-isopropyl-8-methyl-1-azulenecarbonitrile